ClC1=C(C=CC=C1)CC(=O)NC1=CC(=C(C=C1)N1N=CC(=C1)C(F)(F)F)S(N=CN(C)C)(=O)=O (2-chlorophenyl)-N-(3-{[(dimethylamino)methylene]sulfamoyl}-4-[4-(trifluoro-methyl)-1H-pyrazol-1-yl]phenyl)acetamide